13-tetradecadiene-11-ynoaldehyde C=CC=CCCCCCCC#CC(C)=O